Tert-butyl Trans-4-((5-(2-chloro-4-phenoxybenzoyl)-7H-pyrrolo[2,3-d]pyrimidin-4-yl) amino)-3-fluoropiperidine-1-carboxylate ClC1=C(C(=O)C2=CNC=3N=CN=C(C32)N[C@H]3[C@@H](CN(CC3)C(=O)OC(C)(C)C)F)C=CC(=C1)OC1=CC=CC=C1